4-[2-(difluoromethoxy)-4-(trifluoromethyl)phenyl]-N-[(3R)-1-methylpiperidin-3-yl]pyrido[3,4-d]pyridazin-1-amine formate C(=O)O.FC(OC1=C(C=CC(=C1)C(F)(F)F)C=1N=NC(=C2C1C=NC=C2)N[C@H]2CN(CCC2)C)F